(12aR)-12-[(3,4-difluorophenyl)(2-methylsulfanylphenyl)methyl]-6,8-dioxo-3,4,12,12a-tetrahydro-1H-[1,4]oxazino[3,4-c]pyrido[2,1-f][1,2,4]triazin-7-yl methyl carbonate C(OC=1C(C=CN2N([C@H]3N(C(C21)=O)CCOC3)C(C3=C(C=CC=C3)SC)C3=CC(=C(C=C3)F)F)=O)(OC)=O